CC1=NC(=CC=C1N1CCN(CC1)CC=1C=C2NC(C=3N(C2=CC1)N=C(C3Cl)C)=O)C(NC)=O 7-((4-(2-methyl-6-(methylcarbamoyl)pyridin-3-yl)piperazin-1-yl)methyl)-3-chloro-2-methylpyrazolo[1,5-a]quinoxalin-4(5H)-one